N1CCC(CCC1)CN1C=NC2=C1C=NC(=C2C2=CC(=C(C#N)C=C2)F)C=2C=C1C=NN(C1=CC2)C 4-(3-(azepan-4-ylmethyl)-6-(1-methyl-1H-indazol-5-yl)-3H-imidazo[4,5-c]pyridin-7-yl)-2-fluorobenzonitrile